The molecule is a monocarboxylic acid that is propanoic acid substituted at C-2 by a 2-methoxyethoxy group. It has a role as a metabolite. It is a monocarboxylic acid and an ether. CC(C(=O)O)OCCOC